FC1=CC(=C(C=C1)C=1C=NC=2N(N1)C=C(N2)COC2=NC=C(C=C2)F)C 2-(4-fluoro-2-methyl-phenyl)-6-[(5-fluoro-2-pyridinyl)oxymethyl]imidazo[1,2-b][1,2,4]triazine